C(#N)C1=C(C=CC(=C1)C(F)(F)F)N1CCC(CC1)(C(=O)NCCNC)C=1C=CC(=NC1)C=1C(=NC=CC1)OCC 1-[2-cyano-4-(trifluoromethyl)phenyl]-4-{2'-ethoxy-[2,3'-bipyridinyl]-5-yl}-N-[2-(methylamino)ethyl]piperidine-4-carboxamide